(3S,5R)-1-benzyl-3-[2-(chloromethyl)-6-methoxy-3-pyridyl]-5-methyl-piperazine C(C1=CC=CC=C1)N1C[C@@H](N[C@@H](C1)C)C=1C(=NC(=CC1)OC)CCl